ClC1=CN=C(S1)C=1C(=CC(=NC1)NC(=O)C1CC1)NC1=C(C(=CC=C1)C=1N=NN(N1)C)OC N-(5-(5-chlorothiazol-2-yl)-4-((2-methoxy-3-(2-methyl-2H-tetrazol-5-yl)phenyl)amino)pyridin-2-yl)cyclopropanecarboxamide